Cl.ClC=1C=C2C=C(NC2=CC1C1=NC(=C(C=C1)OC)F)CN (5-chloro-6-(6-fluoro-5-methoxy-2-pyridyl)-1H-indol-2-yl)methanamine hydrochloride